C1(C=CC=C1)[Ti](C1=C(C(=CC=C1F)N1CC=CC=C1)F)(C1=C(C(=CC=C1F)N1CC=CC=C1)F)C1C=CC=C1 bis(cyclopentadienyl)-bis(2,6-difluoro-3-(pyridin-1-yl)phenyl)titanium